FC=1C=C(C=CC1OC)C1=CN=C2N1C=CN=C2NC2=CC(=C(C(=O)NCCCCN1CCOCC1)C=C2)C 4-[[3-(3-fluoro-4-methoxyphenyl)imidazo[1,2-a]pyrazin-8-yl]amino]-2-methyl-N-(4-morpholin-4-ylbutyl)benzamide